BrNC1=C(C=CC=C1F)C bromo-6-fluoro-2-methylaniline